NC1=C(C=C(C(=C1)O[Si](C(C)C)(C(C)C)C(C)C)OC)C(=O)N1[C@@H](CCCC1)CO (s)-(2-amino-5-methoxy-4-((triisopropylsilyl)oxy)phenyl)(2-(hydroxymethyl)piperidin-1-yl)methanone